5,5'-azoazole N(=NC1=CC=CN1)C1=CC=CN1